CN1N=NC=C1C=1C=C(C=NC1N1CCOCC1)N1N=C(C=CC1=O)C(=O)OC methyl 1-[5-(1-methyl-1H-1,2,3-triazol-5-yl)-6-morpholino-3-pyridyl]-6-oxo-1,6-dihydropyridazine-3-carboxylate